7-chloro-N-(3,3-difluorocyclobutyl)-1-methylpyrrolo[2,3-c]pyridine-2-carboxamide ClC=1N=CC=C2C1N(C(=C2)C(=O)NC2CC(C2)(F)F)C